3-(5-(2-(4-(((S)-2-(2-hydroxyphenyl)-5,6,6a,7,9,10-hexahydro-8H-pyrazino[1',2':4,5]pyrazino[2,3-c]pyridazin-8-yl)methyl)piperidin-1-yl)ethoxy)-1-oxoisoindolin-2-yl)piperidine-2,6-dione OC1=C(C=CC=C1)C=1C=C2C(=NN1)NC[C@@H]1N2CCN(C1)CC1CCN(CC1)CCOC=1C=C2CN(C(C2=CC1)=O)C1C(NC(CC1)=O)=O